FC(C(C(I)(F)F)F)(F)F 1,1,1,2,3,3-hexafluoro-3-iodo-propane